trimethyl-ammonium bromide tert-butyl-5-(4-methyl-3-((1-(2-(1-methyl-1H-pyrazol-4-yl)quinolin-4-yl)cyclopropyl)carbamoyl)phenyl)-2,5-diazabicyclo[2.2.1]heptane-2-carboxylate C(C)(C)(C)OC(=O)N1C2CN(C(C1)C2)C2=CC(=C(C=C2)C)C(NC2(CC2)C2=CC(=NC1=CC=CC=C21)C=2C=NN(C2)C)=O.[Br-].C[NH+](C)C